N-(3-(trifluoromethyl)cyclohexyl)picolinamide FC(C1CC(CCC1)NC(C1=NC=CC=C1)=O)(F)F